tert-butyl (R,2S)-2-[1-(tert-butoxycarbonyl)-3-iodoindazol-6-yl]-5'-methoxy-2'-oxospiro[cyclopropane-1,3'-indole]-1'-carboxylate C(C)(C)(C)OC(=O)N1N=C(C2=CC=C(C=C12)[C@@H]1C[C@@]12C(N(C1=CC=C(C=C21)OC)C(=O)OC(C)(C)C)=O)I